C(C)SCCCS mercaptopropyl ethyl sulfide